{3-[({1-isopropyl-5-[2-(3-nitrophenoxy)ethyl]-1H-pyrrole-2-yl}carbonyl)amino]-4-(trifluoromethyl)Phenyl}acetic acid C(C)(C)N1C(=CC=C1CCOC1=CC(=CC=C1)[N+](=O)[O-])C(=O)NC=1C=C(C=CC1C(F)(F)F)CC(=O)O